CC1CC1 1-methylcyclopropane